FC1(CC2(CC2)OC2=C(C(=C(C=C12)F)C1=C(C=NN1C)I)C#N)F 4,4,6-Trifluoro-7-(4-iodo-1-methyl-1H-pyrazol-5-yl)spiro[chroman-2,1'-cyclopropane]-8-carbonitrile